α-ketosuccinic acid O=C(C(=O)O)CC(=O)O